FC1=C(C=CC(=C1C)F)C=1C=C2C(=NC1)N(C(N2CC(CC)=O)=O)C 6-(2,4-difluoro-3-methyl-phenyl)-3-methyl-1-(2-oxobutyl)imidazo[4,5-b]pyridin-2-one